C(C1=CC=CC=C1)C(C(=O)C1=CC=C(C=C1)N1CCOCC1)(CC)N(C)C 2-benzyl-2-(dimethylamino)-1-[4-(4-morpholinyl)phenyl]-butan-1-one